NC=1C=NC=CC1 3-amino-pyridine